C(C)(C)(C)OC(NC1=C(C=C(C=C1)OC1=C(C(=NC=C1)N)[N+](=O)[O-])SCC)=O N-[4-[(2-amino-3-nitro-4-pyridyl)oxy]-2-ethylsulfanyl-phenyl]carbamic acid tert-butyl ester